2,3-dichloro-5,6-dicyanobenzene ClC1=CC(=C(C=C1Cl)C#N)C#N